C(C)(=O)NC1=CC=C(C=N1)C=1C=NN2C1C=C(C=C2)C(=O)N(C)C2=CC(=CC=C2)F 3-(6-acetamido-3-pyridyl)-N-(3-fluorophenyl)-N-methyl-pyrazolo[1,5-a]pyridine-5-carboxamide